2-(4-Methylpiperazin-1-yl)ethyl (1-hydroxy-7-methyl-1,3-dihydrobenzo[c][1,2]oxaborole-6-carbonyl)-L-valinate OB1OCC2=C1C(=C(C=C2)C(=O)N[C@@H](C(C)C)C(=O)OCCN2CCN(CC2)C)C